FC(C(=O)O)(F)F.C1(CC1)N1C[C@@H](CCC1)N (3R)-1-cyclopropylpiperidin-3-amine mono(trifluoroacetic acid) salt